9,10-dihydroacridinium C1=CC=CC=2[NH2+]C3=CC=CC=C3CC12